decane CCCCCCCCCC